C(CC)OC(CC)=O propanoic acid propyl ester